COC=1C=C(CN2CN(C3=CC=CC=C3C2=O)C=2C=NN(C2)O)C=C(C1)OC 3-(3,5-dimethoxybenzyl)-1-(1-hydroxy-1H-pyrazol-4-yl)-2,3-dihydroquinazolin-4(1H)-one